potassium 1-hydroxynaphthalene-2-sulfonate OC1=C(C=CC2=CC=CC=C12)S(=O)(=O)[O-].[K+]